1-propyl-1-methylpyrrolidinium 2,2,2-trifluoroethyl-fluorophosphate FC(COP(=O)([O-])F)(F)F.C(CC)[N+]1(CCCC1)C